BrC1=C(C2=C(S1)C=C(S2)C2=CC=C(C=C2)CCCC)SC 2-bromo-5-(4-butylphenyl)-3-methylthiothieno[3,2-b]thiophene